5-Amino-N3-(5-(2-(4-chlorophenyl)acetamido)pyridin-3-yl)-1-isopropyl-N4-methyl-1H-pyrazole-3,4-dicarboxamide NC1=C(C(=NN1C(C)C)C(=O)NC=1C=NC=C(C1)NC(CC1=CC=C(C=C1)Cl)=O)C(=O)NC